C(#N)C1=CC=C(CNC=2C=CC3=C(C=C(O3)C(=O)NC3=CC(=CC=C3)C(F)(F)F)C2)C=C1 5-((4-cyanobenzyl)amino)-N-(3-(trifluoromethyl)phenyl)benzofuran-2-carboxamide